(2S,3R,4R,5S)-3,4,5-tris(benzyloxy)-2-(bromomethyl)-1-(3-(thiophen-3-yl)propyl)piperidine C(C1=CC=CC=C1)O[C@@H]1[C@H](N(C[C@@H]([C@H]1OCC1=CC=CC=C1)OCC1=CC=CC=C1)CCCC1=CSC=C1)CBr